N-(9,12-octadecadienoyl)glutamate C(CCCCCCCC=CCC=CCCCCC)(=O)N[C@@H](CCC(=O)[O-])C(=O)[O-]